3-(5,6-dihydro-4H-pyrrolo[1,2-b]pyrazol-2-yl)-N-methyl-4-((5-(trifluoromethyl)pyridin-2-yl)amino)benzenesulfonamide N=1N2C(=CC1C=1C=C(C=CC1NC1=NC=C(C=C1)C(F)(F)F)S(=O)(=O)NC)CCC2